(S)-(4-amino-1,3-dihydrofuro[3,4-c][1,7]naphthyridin-8-yl)(2-(4-(trifluoromethyl)phenyl)piperidin-1-yl)methanone NC1=NC=2C=NC(=CC2C2=C1COC2)C(=O)N2[C@@H](CCCC2)C2=CC=C(C=C2)C(F)(F)F